ClC1=CC(=CC=2CN(CCOC21)CC=2C=NC(=NC2)OC)N2CCN(C1=CC(=CC=C21)F)C 9-chloro-7-(6-fluoro-4-methyl-3,4-dihydroquinoxalin-1(2H)-yl)-4-((2-methoxypyrimidin-5-yl)methyl)-2,3,4,5-tetrahydrobenzo[f][1,4]oxazepine